ClC1=CC(=C(C=C1)C1=NC(=CC=2N=C(N(C(C21)=O)C)C)N2C[C@@H](OCC2)C2=CC(=NC(=C2)C)C)F 5-(4-chloro-2-fluorophenyl)-7-((2S)-2-(2,6-dimethyl-4-pyridinyl)-4-morpholinyl)-2,3-dimethylpyrido[4,3-d]pyrimidin-4(3H)-one